BrC=1C(=C(C=CC1)N1C(C(C2=CC=C(C=C12)N1C2CN(C(C1)C2)C(=O)OC(C)(C)C)(C)C)=O)C#N tert-butyl 5-(1-(3-bromo-2-cyanophenyl)-3,3-dimethyl-2-oxoindolin-6-yl)-2,5-diazabicyclo[2.2.1]heptane-2-carboxylate